NCC=1C=C(C=CC1)C=1C=C(C2=C(C(=CO2)COC2=C(C=CC=C2C)CC(=O)OCC)C1)OC ethyl 2-(2-((5-(3-(aminomethyl)phenyl)-7-methoxybenzofuran-3-yl)methoxy)-3-methyl phenyl)acetate